FC=1C=C(C=CC1OC1=CC=NC2=CC=C(N=C12)OC)NC(=O)C=1C(=NC(=C(C1O)C1=CC=C(C=C1)F)C)C N-[3-Fluoro-4-[(6-methoxy-1,5-naphthyridin-4-yl)oxy]phenyl]-5-(4-fluorophenyl)-4-hydroxy-2,6-dimethylpyridine-3-carboxamide